ClC1=CC(=NC(=C1)OC)C(=O)N 4-chloro-6-methoxypicolinamide